(S)-4-[[3-[2-(difluoromethoxy)-3,4-difluoro-phenyl]-4,5-dimethyl-5-(trifluoromethyl)tetrahydrofuran-2-carbonyl]amino]-5-methyl-pyridine-2-carboxamide FC(OC1=C(C=CC(=C1F)F)C1[C@H](OC(C1C)(C(F)(F)F)C)C(=O)NC1=CC(=NC=C1C)C(=O)N)F